CC(COC)OC 2-methyldimethoxyethane